BrC1=C2C(C(=O)OC2=O)=CC=C1 3-Bromophthalic anhydride